O=C1NC(CCC1N1C(N(C2=C1C=CC(=C2)[C@@H]2CN(CCC2)CC(=O)OC(C)(C)C)C)=O)=O tert-butyl 2-[(3R)-3-[1-(2,6-dioxo-3-piperidyl)-3-methyl-2-oxo-benzimidazol-5-yl]-1-piperidyl]acetate